2-((S)-4-(7-(Benzo[b]thiophen-3-yl)-8-fluoro-2-(((2R,7aS)-2-fluorotetrahydro-1H-pyrrolizin-7a(5H)-yl)methoxy)pyrido[4,3-d]pyrimidin-4-yl)piperazin-2-yl)acetonitrile S1C2=C(C(=C1)C1=C(C=3N=C(N=C(C3C=N1)N1C[C@@H](NCC1)CC#N)OC[C@]13CCCN3C[C@@H](C1)F)F)C=CC=C2